NCCC1N(CCOC1)C(=O)OC(C)(C)C tert-butyl 3-(2-aminoethyl)-4-morpholinecarboxylate